C1(=CC=CC=C1)[Si](O[Si](C1=CC=CC=C1)(C1=CC=CC=C1)C1=CC=CC=C1)(O[SiH3])C1=CC=CC=C1 pentaphenyl-trisiloxane